4,9-dimethyl-7-(4-(trifluoromethyl)phenyl)-2-oxa-7-azaspiro[4.4]nonane-1,6-dione CC1COC(C12C(N(CC2C)C2=CC=C(C=C2)C(F)(F)F)=O)=O